3-(1-(carboxymethyl)piperidin-4-yl)-2-(methylamino)propanoic acid C(=O)(O)CN1CCC(CC1)CC(C(=O)O)NC